(R)-2-fluoro-4-(1-methyl-1H-1,2,3-triazol-4-yl)-N-(2-nicotinoylthieno[3,2-c]pyridin-4-yl)-N-(piperidin-3-yl)benzamide FC1=C(C(=O)N([C@H]2CNCCC2)C2=NC=CC3=C2C=C(S3)C(C3=CN=CC=C3)=O)C=CC(=C1)C=1N=NN(C1)C